C(#N)C1=C(C=C(C=N1)NC(=O)C=1C=NN(C1C(F)(F)F)C1=C2C=CNC(C2=CC=C1)=O)C(F)(F)F N-(6-Cyano-5-(trifluoromethyl)pyridin-3-yl)-1-(1-oxo-1,2-dihydroisochinolin-5-yl)-5-(trifluoromethyl)-1H-pyrazol-4-carboxamid